COC1=CC2=C(N=C(S2)CNC(=O)C2(CC3=CC=CC=C3C2)CC(=O)OCCCC)C=C1C(=O)N1CCN(CC1)C butyl 2-[2-[[6-methoxy-5-(4-methylpiperazine-1-carbonyl)-1,3-benzothiazol-2-yl]methylcarbamoyl]indan-2-yl]acetate